N[C@@H]1CCN(CCC1)C(=O)OC(C)(C)C tert-butyl (S)-4-aminoazepane-1-carboxylate